FC=1C=C(C=C(C1)F)[S+](C1=C(C=CC(=C1)C)C)C1=CC(=CC(=C1)F)F [Bis(3,5-difluorophenyl)](2,5-dimethylphenyl)sulfonium